4H-pyrido[4,3-d][1,3]oxazin-2-one N1C(OCC2=C1C=CN=C2)=O